O[C@H](C=C)[C@@H]1[C@@H]2CC[C@H](CN1C(=O)OCC1C3=CC=CC=C3C=3C=CC=CC13)N2C(=O)OC(C)(C)C 3-((9H-fluoren-9-yl)methyl) 8-(tert-butyl) (1S,2S,5R)-2-((R)-1-hydroxyallyl)-3,8-diazabicyclo[3.2.1]octane-3,8-dicarboxylate